4-(4-methoxy-4-methylpiperidin-1-yl)-2-oxo-6-(prop-1-en-2-yl)-1,2-dihydroquinoline-3-carbonitrile COC1(CCN(CC1)C1=C(C(NC2=CC=C(C=C12)C(=C)C)=O)C#N)C